3-(2-(4-(4-Acetylphenoxy)butyrylamino)benzoylamino)benzoic acid C(C)(=O)C1=CC=C(OCCCC(=O)NC2=C(C(=O)NC=3C=C(C(=O)O)C=CC3)C=CC=C2)C=C1